ClC=1C(=CC2=C(N(C[C@H](N(S2(=O)=O)C)C2CCCCC2)C2=CC=CC=C2)C1)C=1C=C(C2=C(OCO2)C1)C(=O)O (R)-6-(7-chloro-3-cyclohexyl-2-methyl-1,1-dioxido-5-phenyl-2,3,4,5-tetrahydrobenzo[f][1,2,5]thiadiazepin-8-yl)benzo[d][1,3]dioxole-4-carboxylic acid